C(#N)C=1C=NN2C1C(=CC(=C2)C=2C=NN(C2)C)C=2C=CC(=NC2)N2C[C@@H]1C([C@@H]1C2)CNC(CC(C)C)=O N-(((1R,5S,6s)-3-(5-(3-cyano-6-(1-methyl-1H-pyrazol-4-yl)pyrazolo[1,5-a]pyridin-4-yl)pyridin-2-yl)-3-azabicyclo[3.1.0]hexan-6-yl)methyl)-3-methylbutanamide